(7S)-7-[4-(prop-2-enoyl)piperazin-1-yl]-2-{4-[4-(trifluoromethoxy)phenoxy]phenyl}-4,5,6,7-tetrahydro-2H-pyrazolo[4,3-b]pyridine-3-carboxamide C(C=C)(=O)N1CCN(CC1)[C@@H]1C=2C(NCC1)=C(N(N2)C2=CC=C(C=C2)OC2=CC=C(C=C2)OC(F)(F)F)C(=O)N